CCCCCC[Al](CCCCCC)CCCCCC tri-n-hexylaluminum